O=C1C=C(N=C(N1)C=1C=C(CC(C(=O)N)(C)C)C=CC1C(F)(F)F)C(F)(F)F {3-[6-oxo-4-(trifluoromethyl)-1,6-dihydropyrimidin-2-yl]-4-(trifluoromethyl)benzyl}isobutyramide